dimethyl-1,3-dihydroindene-4-carboxamide CC1(CCC=2C(=CC=CC12)C(=O)N)C